[N+](=O)([O-])C=1C=C(C=CC1)[C@H]1[C@@H](C1)C(=O)OC trans-methyl 2-(3-nitrophenyl)cyclopropane-1-carboxylate